3a,7a-dihydro-1H-pyrazolo[3,4-b]pyridine-6-carboxamide N1N=CC2C1N=C(C=C2)C(=O)N